N-(4-bromobutyl)indazole-3-carboxylic acid BrCCCCN1N=C(C2=CC=CC=C12)C(=O)O